5-(4-tert-butoxycarbonyl-piperazin-1-yl)pyrazine-2-carboxylic acid C(C)(C)(C)OC(=O)N1CCN(CC1)C=1N=CC(=NC1)C(=O)O